FC1(CCC(CC1)N(C(OCCCC)=O)CCCCC(C=C)O)F butyl (4,4-difluorocyclohexyl)(5-hydroxyhept-6-en-1-yl)carbamate